6-(3,4-dihydroxybenzylamino)-3-glucopyranosylpurine OC=1C=C(CNC2=C3N=CN=C3N(C=N2)C2[C@H](O)[C@@H](O)[C@H](O)[C@H](O2)CO)C=CC1O